2-((1R,6R)-3-methyl-6-(prop-1-en-2-yl)cyclohex-2-enyl)benzene-1,3,5-triol CC1=C[C@H]([C@@H](CC1)C(=C)C)C1=C(C=C(C=C1O)O)O